N-(4-(hydroxymethyl)phenyl)-2-(7-methyl-9H-carbazol-2-yl)acetamide OCC1=CC=C(C=C1)NC(CC1=CC=2NC3=CC(=CC=C3C2C=C1)C)=O